6-(tert-butyl)-1-chloro-9,9-dimethyl-9,10-dihydroacridine C(C)(C)(C)C=1C=C2NC=3C=CC=C(C3C(C2=CC1)(C)C)Cl